(1R,3S,5R)-2-(2-(4-amino-5-methyl-9H-pyrimido[4,5-b]indol-9-yl)acetyl)-N-(6-bromopyridin-2-yl)-5-methyl-2-azabicyclo[3.1.0]hexane-3-carboxamide NC1=NC=NC=2N(C3=CC=CC(=C3C21)C)CC(=O)N2[C@@H]1C[C@@]1(C[C@H]2C(=O)NC2=NC(=CC=C2)Br)C